CC(CS(=O)(=O)O)(C)[NH-] N-(1,1-dimethyl-2-sulfoethyl)-amide